3-hydroxy-4-methoxy-4-((trimethylsilyl)ethynyl)piperidine-1-carboxylate OC1CN(CCC1(C#C[Si](C)(C)C)OC)C(=O)[O-]